IC1=C(C=C(C=C1OC)OC1=CC=CC=C1)OC 2-iodo-1,3-dimethoxy-5-phenoxybenzene